C(C1=CC=CC=C1)C1=NC(=NN1C)Br 5-benzyl-3-bromo-1-methyl-1H-1,2,4-triazole